benzyl 2-((3-(3-hydroxypyrrolidin-1-yl)bicyclo[1.1.1]pentan-1-yl)amino)-4-methoxynicotinate OC1CN(CC1)C12CC(C1)(C2)NC2=C(C(=O)OCC1=CC=CC=C1)C(=CC=N2)OC